C[C@]12[C@]34[C@@H](C[C@]5([C@H]([C@@H]4[C@@H](CC2=CC(CC1)=O)C(=O)OC)CC[C@]51OC(CC1)=O)C)O3 methyl (1R,2S,9R,10R,11S,14R,15S,17R)-2,15-dimethyl-5,5'-dioxospiro[18-oxapentacyclo[8.8.0.01,17.02,7.011,15]octadec-6-ene-14,2'-oxolane]-9-carboxylate